(S)-4-((2-methoxyethyl)(4-(5,6,7,8-tetrahydro-1,8-naphthyridin-2-yl)butyl)amino)-2-(pyridin-2-ylamino)butanoic acid COCCN(CC[C@@H](C(=O)O)NC1=NC=CC=C1)CCCCC1=NC=2NCCCC2C=C1